2-(DIMETHYLAMINO)-6-HYDROXYBENZALDEHYDE CN(C1=C(C=O)C(=CC=C1)O)C